CC1=CC=C(C=C1)[C@H]1[C@@H](C1)N trans-2-(4-methylphenyl)cyclopropylamine